4-(4-Chlorophenyl)-2-methyl-3-butyn-2-amine ClC1=CC=C(C=C1)C#CC(C)(N)C